zinc bislysinate N[C@@H](CCCCN)C(=O)[O-].N[C@@H](CCCCN)C(=O)[O-].[Zn+2]